Ethyl 5-chlorosulfonylpentanoate ClS(=O)(=O)CCCCC(=O)OCC